(R)-1-(2-hydroxybutyl)-3-(4-methyl-2,3-diphenylquinolin-6-yl)urea O[C@@H](CNC(=O)NC=1C=C2C(=C(C(=NC2=CC1)C1=CC=CC=C1)C1=CC=CC=C1)C)CC